2,2,3,3,4,4,5,5,6,6,7,7,8,8,9,9-hexadeca-fluorononyl acrylate C(C=C)(=O)OCC(C(C(C(C(C(C(C(F)F)(F)F)(F)F)(F)F)(F)F)(F)F)(F)F)(F)F